NC/C(/COC1=CC(=C(C=C1)S(=O)(=O)CC1CCN(CC1)C(CC(F)(F)F)=O)F)=C\F (E)-1-(4-(((4-((2-(aminomethyl)-3-fluoroallyl)oxy)-2-fluorophenyl)sulfonyl)methyl)piperidin-1-yl)-3,3,3-trifluoropropan-1-one